acryloyloxybutanol C(C=C)(=O)OC(CCC)O